BrCC(=O)OCCCCCCCCCCCCCC Tetradecyl Bromoacetate